N-(1-(azetidin-1-ylmethyl)cyclopropyl)-2-(3-(difluoromethyl)phenyl)-2,2-difluoroacetamide N1(CCC1)CC1(CC1)NC(C(F)(F)C1=CC(=CC=C1)C(F)F)=O